C1(CCCC1)NC1=NC=C2N=C(N(C2=N1)C1CCC(CC1)(C(=O)N)C)NC1=C(C=C(C=C1Cl)Cl)Cl (1r,4r)-4-(2-(cyclopentylamino)-8-(2,4,6-trichlorophenylamino)-9H-purin-9-yl)-1-methylcyclohexanecarboxamide